C(C)C=1C(=NN2C1CN(CCC2)C(=O)OC(C)(C)C)C(=O)OC 5-tert-butyl 2-methyl 3-ethyl-7,8-dihydro-4H-pyrazolo[1,5-a][1,4]diazepine-2,5(6H)-dicarboxylate